O=C(C(=O)OCC1=CC=CC=C1)CCC(=O)OCC1=CC=CC=C1 Dibenzyl α-Ketoglutarate